C(C)OC(C=C)=O.CNS(=O)(=O)C(C(C(C(C(C(F)(F)F)(F)F)(F)F)(F)F)(F)F)(F)F (N-methyl-perfluorohexyl-sulfonamide) ethyl-acrylate